(2r,5s)-4-[2-[3-(5-azaspiro[2.3]hex-5-yl)azetidin-1-yl]-7-bromo-8-fluoro-6-(trifluoromethyl)quinazolin-4-yl]-2,5-dimethyl-piperazine-1-carboxylic acid tert-butyl ester C(C)(C)(C)OC(=O)N1[C@@H](CN([C@H](C1)C)C1=NC(=NC2=C(C(=C(C=C12)C(F)(F)F)Br)F)N1CC(C1)N1CC2(CC2)C1)C